5-(2-Methoxyethoxy)thiazolo[5,4-d]pyrimidin-2-amine COCCOC=1N=CC2=C(N1)SC(=N2)N